C1(=CC=C(C=C1)NC=1C(=C(C=CC1)C1(CCCCC1)C1=C(C(=CC=C1)NC1=CC=C(C=C1)C)NC1=CC=C(C=C1)C)NC1=CC=C(C=C1)C)C 1,1-bis[(di-4-toluidino)phenyl]Cyclohexane